NC1=NN2C(N=CC=C2)=C1C(=O)N[C@@H](C)C=1N(C(C2=C(C=CC=C2C1)C#CC1=CC(=C(C=C1)CO[Si](C)(C)C(C)(C)C)F)=O)C1=CC=CC=C1 (S)-2-amino-N-(1-(8-((4-(((tert-butyldimethylsilyl)oxy)methyl)-3-fluorophenyl)ethynyl)-1-oxo-2-phenyl-1,2-dihydroisoquinolin-3-yl)ethyl)pyrazolo[1,5-a]pyrimidine-3-carboxamide